O1CCN(CC1)C1=CC=C(CCNCC#C)C=C1 N-(4-morpholinophenethyl)prop-2-yn-1-amine